C(CCCCC)(=O)[O-].C(CCCCC)(=O)[O-].C(CCCCC)(=O)[O-].C(C)[Sn+3] ethyltin trihexanoate